4-(4-(Trifluoromethyl)piperidin-1-yl)aniline 1,3-dioxoisoindolin-2-yl-2-(tetrahydro-2H-pyran-4-yl)acetate O=C1N(C(C2=CC=CC=C12)=O)C(C(=O)O)C1CCOCC1.FC(C1CCN(CC1)C1=CC=C(N)C=C1)(F)F